(2R,3S,4S,5R)-3-(3,4-difluoro-2-(oxetan-3-ylmethoxy)phenyl)-N-(6-(hydroxymethyl)pyridin-3-yl)-4,5-dimethyl-5-(trifluoromethyl)tetrahydrofuran-2-carboxamide (trifluoroacetate) FC(C(=O)O)(F)F.FC=1C(=C(C=CC1F)[C@H]1[C@@H](O[C@]([C@H]1C)(C(F)(F)F)C)C(=O)NC=1C=NC(=CC1)CO)OCC1COC1